6-[5-(6-Cyano-4-methyl-pyridin-3-yloxy)-3-methyl-3H-imidazo[4,5-b]pyridin-7-ylamino]-pyridazine-3-carboxylic acid (2-hydroxy-propyl)-amide OC(CNC(=O)C=1N=NC(=CC1)NC1=C2C(=NC(=C1)OC=1C=NC(=CC1C)C#N)N(C=N2)C)C